trans-4-((5-fluoro-4-(2-(2-hydroxypropan-2-yl)pyridin-4-yl)pyrimidin-2-yl)amino)cyclohexane-1-carboxamide FC=1C(=NC(=NC1)N[C@@H]1CC[C@H](CC1)C(=O)N)C1=CC(=NC=C1)C(C)(C)O